CC1=C2C(=NNC2=CC(=C1)C=1C=C(C=2N(C1)N=CN2)C)OC2CCN(CC2)CC#N 2-(4-((4-methyl-6-(8-methyl-[1,2,4]triazolo[1,5-a]pyridin-6-yl)-1H-indazol-3-yl)oxy)piperidin-1-yl)acetonitrile